(R)-2-(6-(2-(5-chloro-2-(trifluoromethyl)benzyl)-2H-tetrazol-5-yl)pyridin-2-yl)-2-hydroxy-propane-1-sulfonamide ClC=1C=CC(=C(CN2N=C(N=N2)C2=CC=CC(=N2)[C@@](CS(=O)(=O)N)(C)O)C1)C(F)(F)F